C(C(=C)CC(=O)Cl)(=O)Cl Itaconyl chloride